oxazepin-3-yl-trifluoromethanesulfonic acid O1N=C(C=CC=C1)OS(=O)(=O)C(F)(F)F